(4-methyl-6-quinolinyl)methanone CC1=CC=NC2=CC=C(C=C12)C=O